C(C=C)(=O)N1[C@H](CN(CC1)C1=CC(=NC=2CN(CCC12)C1=CC=CC2=CC=CC(=C12)C)C(=O)NC[C@H]1CNCCC1)CC#N 4-((S)-4-acryloyl-3-(cyanomethyl)piperazin-1-yl)-7-(8-methylnaphthalen-1-yl)-N-(((R)-piperidin-3-yl)methyl)-5,6,7,8-tetrahydro-1,7-naphthyridine-2-carboxamide